3-(4-fluoro-5-((4-(4-(1-(4-hydroxyphenyl)-2-phenylbut-1-en-1-yl)phenyl)piperazin-1-yl)methyl)-1-oxoisoindoline-2-yl)piperidine-2,6-dione FC1=C2CN(C(C2=CC=C1CN1CCN(CC1)C1=CC=C(C=C1)C(=C(CC)C1=CC=CC=C1)C1=CC=C(C=C1)O)=O)C1C(NC(CC1)=O)=O